FC1=C(CC2=NC3=C(N2C[C@H]2OCC2)C=C(C=C3)C(=O)O)C=C(C(=C1)C1=NC(=CC=C1)OCC1=C(C=C(C=C1)C#CC1=CC(N(C=C1)C)=O)F)F (S)-2-(2,5-difluoro-4-(6-((2-fluoro-4-((1-methyl-2-oxo-1,2-dihydropyridin-4-yl)ethynyl)benzyl)oxy)pyridin-2-yl)benzyl)-1-(oxetan-2-ylmethyl)-1H-benzo[d]imidazole-6-carboxylic acid